ClC=1C=C2C(=NC1)NC(=C2)C(=C)C 5-Chloro-2-(prop-1-en-2-yl)-1H-pyrrolo[2,3-b]pyridine